[(2S,4R)-4-fluoro-1-(2-methoxyethyl)pyrrolidin-2-yl]methanol F[C@@H]1C[C@H](N(C1)CCOC)CO